benzyl (R)-(1-(3-amino-6-(2-(methoxymethoxy)phenyl)pyridazin-4-yl)piperidin-3-yl)carbamate NC=1N=NC(=CC1N1C[C@@H](CCC1)NC(OCC1=CC=CC=C1)=O)C1=C(C=CC=C1)OCOC